N-((1H-tetrazol-5-yl)methyl)-2,6-dihydroxy-3'-methyl-4-pentyl-[1,1'-biphenyl]-3-carboxamide N1N=NN=C1CNC(=O)C=1C(=C(C(=CC1CCCCC)O)C1=CC(=CC=C1)C)O